DIHYDROPTERIDINONE C1C2=NC=CN=C2NC(=O)N1